N-(5-(2-(((3S,5S)-5-fluoropiperidin-3-yl)amino)-8-isopropyl-7-oxo-7,8-dihydropyrido[2,3-d]pyrimidin-6-yl)pyridin-2-yl)-1-(1-methyl-1H-pyrazol-4-yl)methanesulfonamide F[C@H]1C[C@@H](CNC1)NC=1N=CC2=C(N1)N(C(C(=C2)C=2C=CC(=NC2)NS(=O)(=O)CC=2C=NN(C2)C)=O)C(C)C